4-[[5-(4-hydroxy-1-piperidyl)-2-pyridyl]amino]-2-isopropyl-8-methyl-6H-1,6-naphthyridin-5-one OC1CCN(CC1)C=1C=CC(=NC1)NC1=CC(=NC=2C(=CNC(C12)=O)C)C(C)C